N1C=NC(=C1)CCNC(C1=CC(=C(C(=O)NC2=CC(=C(C=C2)Cl)C2=NC=CC=C2)C=C1)Cl)=O N4-(2-(1H-imidazol-4-yl)ethyl)-2-chloro-N1-(4-chloro-3-(pyridin-2-yl)phenyl)terephthalamide